BrC=1C=C2C(=NC=NC2=CC1)N(C(OC(C)(C)C)=O)CCO tert-butyl (6-bromoquinazolin-4-yl)(2-hydroxyethyl)carbamate